C(C1=CC=CC=C1)NC(=O)NC1=NN(C(=C1)C1=CC=C2C=CN=CC2=C1)C 1-benzyl-3-(5-(isoquinolin-7-yl)-1-methyl-pyrazol-3-yl)urea